BrC1=CC(=C(C=C1)P(=O)(C)C)F 4-bromo-1-(dimethylphosphoryl)-2-fluorobenzene